ClC1=NC(=CC(=C1)NC(=O)C1=C(N(C(=C1C)C(C(=O)NC1(CCC(CC1)O)C)=O)C)C)Cl N-(2,6-dichloropyridin-4-yl)-5-(2-(((1s,4s)-4-hydroxy-1-methylcyclohexyl)amino)-2-oxoacetyl)-1,2,4-trimethyl-1H-pyrrole-3-carboxamide